(4-(((3-cyano-8-methoxyquinolin-4-yl)amino)methyl)phenyl)phosphonic Acid C(#N)C=1C=NC2=C(C=CC=C2C1NCC1=CC=C(C=C1)P(O)(O)=O)OC